FC=1C=2N(C=C(C1)N1C=NC3=C(C1=O)SC(=N3)N(C3CC(NC(C3)(C)C)(C)C)C)C=C(N2)C 6-(8-fluoro-2-methylimidazo[1,2-a]pyridin-6-yl)-2-(methyl(2,2,6,6-tetramethylpiperidin-4-yl)amino)thiazolo[4,5-d]pyrimidin-7(6H)-one